[8-(1-octylnonoxy)-8-oxo-octyl] (2S,4S)-1-[7,7-dimethyl-8-oxo-8-(4-pentylnonoxy)octyl]-4-[3-(4-methylpiperazin-1-yl)-3-oxo-propanoyl]oxy-pyrrolidine-2-carboxylate CC(CCCCCCN1[C@@H](C[C@@H](C1)OC(CC(=O)N1CCN(CC1)C)=O)C(=O)OCCCCCCCC(=O)OC(CCCCCCCC)CCCCCCCC)(C(OCCCC(CCCCC)CCCCC)=O)C